Methyl (2S)-6-[[(4aR,6R,7aR)-6-(4-amino-2-oxo-pyrimidin-1-yl)-7,7-difluoro-2-oxo-4,4a,6,7a-tetrahydrofuro[3,2-d][1,3,2]dioxaphosphinin-2-yl]amino]-2-(tert-butoxycarbonylamino)hexanoate NC1=NC(N(C=C1)[C@H]1C([C@@H]2OP(OC[C@H]2O1)(=O)NCCCC[C@@H](C(=O)OC)NC(=O)OC(C)(C)C)(F)F)=O